4-cyano-2-(3,3-difluoro-4-(p-tolyl)-4-((triethylsilyl)oxy)but-1-en-1-yl)benzamide C(#N)C1=CC(=C(C(=O)N)C=C1)C=CC(C(O[Si](CC)(CC)CC)C1=CC=C(C=C1)C)(F)F